COC1=C(CNS(=O)(=O)C2=C(C=CC(=C2)[N+](=O)[O-])N2N=C3C=NC=CC3=C2)C=CC(=C1)OC N-(2,4-dimethoxybenzyl)-5-nitro-2-(2H-pyrazolo[3,4-c]pyridin-2-yl)benzenesulfonamide